5-iodo-1-(4-methoxybenzyl)-1H-1,2,3-triazole IC1=CN=NN1CC1=CC=C(C=C1)OC